NC1=NC=2C=CC=CC2C2=C1N=C(N2OCCOCCNC(CCCN(CCCCCC)CCCCCC)=O)CCCC N-[2-[2-[(4-amino-2-butyl-1H-imidazo[4,5-c]quinolin-1-yl)oxy]ethoxy]ethyl]-4-(dihexylamino)butanamide